trans-1-(4-hydroxycyclohexyl)-4-(fluorophenyl)-5-(2-methoxy-pyrimidin-4-yl)imidazole tert-butyl-(1S,4S)-5-(4-amino-3-cyclopropylphenyl)-2,5-diazabicyclo[2.2.1]heptane-2-carboxylate C(C)(C)(C)OC(=O)N1[C@@H]2CN([C@H](C1)C2)C2=CC(=C(C=C2)N)C2CC2.O[C@@H]2CC[C@H](CC2)N2C=NC(=C2C2=NC(=NC=C2)OC)C2=C(C=CC=C2)F